(2S)-4-methoxy-2-methyl-4-oxobutanoic acid COC(C[C@@H](C(=O)O)C)=O